(Z)-1-(4-amino-2-fluoro-but-2-en-1-yl)-4-(1-methyl-1H-pyrazol-5-yl)-1H-benzo[d][1,2,3]triazole-6-carbonitrile hydrochloride Cl.NC\C=C(\CN1N=NC2=C1C=C(C=C2C2=CC=NN2C)C#N)/F